3-(2,3-Dihydro-2-isopropenyl-5-benzofuranyl)-2-propenoic acid C(=C)(C)C1OC2=C(C1)C=C(C=C2)C=CC(=O)O